C(C)(C)N1N=C2C(=NN(C(C2=C1)=O)C1(CC1)C(=O)OC(C)(C)C)C(C)C tert-butyl 1-(2,7-diisopropyl-4-oxo-pyrazolo[3,4-d]pyridazin-5-yl)cyclopropanecarboxylate